hexadec-9-enyl vinyl ether C(=C)OCCCCCCCCC=CCCCCCC